2-[(6-bromo-3-morpholinosulfonyl-4-quinolyl)amino]benzoic acid BrC=1C=C2C(=C(C=NC2=CC1)S(=O)(=O)N1CCOCC1)NC1=C(C(=O)O)C=CC=C1